N-(4-(3-(5-(dimethylamino)naphthalene-1-sulfonylamino)phenyl)thiazol-2-yl)benzamide CN(C1=C2C=CC=C(C2=CC=C1)S(=O)(=O)NC=1C=C(C=CC1)C=1N=C(SC1)NC(C1=CC=CC=C1)=O)C